Dioxole-4-carboxylic acid O1COC(=C1)C(=O)O